Sodium (tetrakis(trifluoroethoxy) borate) FC(CO[B-](OCC(F)(F)F)(OCC(F)(F)F)OCC(F)(F)F)(F)F.[Na+]